4-HYDROXYPYRIDINE-3-BORONIC ACID OC1=C(C=NC=C1)B(O)O